COCCNC(=O)C1=NN2C(N=C(C=C2N2CCOCC2)N2N=C(C=C2)C=2C=C(C=CC2)C)=C1 N-(2-methoxyethyl)-7-morpholino-5-(3-(m-tolyl)-1H-pyrazol-1-yl)pyrazolo[1,5-a]pyrimidine-2-carboxamide